C(C1=CC=CC=C1)(=S)SC(CO)C 2-(thiobenzoylthio)propanol